benzyl (2S,4R)-1-(2-(tert-butoxy)-2-oxoacetyl)-4-fluoropyrrolidine-2-carboxylate C(C)(C)(C)OC(C(=O)N1[C@@H](C[C@H](C1)F)C(=O)OCC1=CC=CC=C1)=O